FC=1N=C2C(=NC1)NC(=C2C2=NC=CC=C2)C2=CC(=NC=C2)NC(CCC)=O N-{4-[2-fluoro-7-(pyridin-2-yl)-5H-pyrrolo[2,3-b]pyrazin-6-yl]pyridin-2-yl}butanamide